ClC1=C2C(N(C=NC2=CC=C1NC1=C(C(=CC=C1F)NS(N(C)CC)(=O)=O)C#N)[C@H]1COC2(C1)CCNCC2)=O (3R)-3-[5-chloro-6-[2-cyano-3-[[ethyl(methyl)sulfamoyl]amino]-6-fluoro-anilino]-4-oxo-quinazolin-3-yl]-1-oxa-8-azaspiro[4.5]decane